C(C(\C=C/CCCCCCCCC)C(=O)O)C(=O)O cis-3-tridecene-1,2-dicarboxylic acid